C1(CC1)N(C1=C(C=C(C=C1)F)OCOCC[Si](C)(C)C)[C@@H]1CC[C@H](CC1)NC(OC(C)(C)C)=O trans-tert-butyl N-[4-[N-cyclopropyl-4-fluoro-2-(2-trimethylsilylethoxymethoxy)anilino]cyclohexyl]carbamate